oxazolidine-2-one-4,4-d2 O1C(NC(C1)([2H])[2H])=O